C(C)(C)(C)OC(=O)N1C(CCCC1)C1=CNC2=C1N=CN=C2 (5H-pyrrolo[3,2-d]pyrimidin-7-yl)piperidine-1-carboxylic acid tert-butyl ester